BrC1=NN(N=C1)[C@@H]1CN(CCC1)C(=O)OC(C)(C)C tert-butyl (3S)-3-(4-bromotriazol-2-yl)piperidine-1-carboxylate